C1OCC12[C@H](NC2)C=2C=1N(C=CC2)C(=C(N1)C#CCNC1=C(C=C(C=C1)S(=O)(=O)C)OC)CC(F)(F)F (R)-N-(3-(8-(2-oxa-6-azaspiro[3.3]heptan-5-yl)-3-(2,2,2-trifluoroethyl)imidazo[1,2-a]pyridin-2-yl)prop-2-yn-1-yl)-2-methoxy-4-(methylsulfonyl)aniline